C(CCCCCCCCCCCCCCCCCCCCCCCCCO)O hexacosan-1,26-diol